C=C1C=CC(CC1)C(C)(C)CC methylene-6-(tert-amyl)cyclohex-1-ene